C(CC=CCCCCCCCCC)(=O)[O-].[Zn+2].C(CC=CCCCCCCCCC)(=O)[O-] zinc 3-tridecenate